(R)-linalyl acetate C(C)(=O)O[C@@](C)(C=C)CCC=C(C)C